N,N-Diethyl-1-methyl-piperidin-4-carboxamid C(C)N(C(=O)C1CCN(CC1)C)CC